O=C(CNC(=O)C1=NNC(=C1)C=1SC(=CC1)Cl)N1CCC(CC1)OC1=CC(=CC=C1)C(F)(F)F 5-(5-Chloro-thiophen-2-yl)-1H-pyrazole-3-carboxylic acid {2-oxo-2-[4-(3-trifluoromethyl-phenoxy)-piperidin-1-yl]-ethyl}-amide